tert-butyl-(2-((2-fluoro-4-formylphenyl)(methyl)amino)ethyl)(methyl)carbamic acid C(C)(C)(C)OC(N(C)CCN(C)C1=C(C=C(C=C1)C=O)F)=O